N-cyclobutyl-3-(6-(((3S,4S)-4-fluoropyrrolidin-3-yl)amino)pyridin-2-yl)imidazo[1,2-b]pyridazin-6-amine C1(CCC1)NC=1C=CC=2N(N1)C(=CN2)C2=NC(=CC=C2)N[C@H]2CNC[C@@H]2F